(S)-N-((5-chloro-6-((3-methylisoxazol-5-yl)methoxy)-1H-indol-2-yl)methyl)-3-hydroxy-2-methylpropanamide ClC=1C=C2C=C(NC2=CC1OCC1=CC(=NO1)C)CNC([C@H](CO)C)=O